(6-(benzo[d]oxazol-6-yl)pyrazin-2-yl)(2,3-dihydro-4H-benzo[b][1,4]oxazin-4-yl)methanone phenyl-1-hydroxy-2-naphthoate C1(=CC=CC=C1)OC(=O)C1=C(C2=CC=CC=C2C=C1)O.O1C=NC2=C1C=C(C=C2)C2=CN=CC(=N2)C(=O)N2C1=C(OCC2)C=CC=C1